Cl.Cl.N[C@H](CC1=C(C2=NC(=CC(=C2S1)NCC=1SC=CC1)Cl)C)[C@H](C)F 2-[(2R,3S)-2-amino-3-fluorobutyl]-5-chloro-3-methyl-N-[(thiophen-2-yl)methyl]thieno[3,2-b]pyridin-7-amine dihydrochloride